C(N)(O[C@H]1C(N(C[C@@H](C1)F)C(=O)C1=CC2=C(C(=C(O2)C=2N(C3=CC(=CC=C3C2)N2CCC(CC2)OC)CC2CC2)C)C=C1)C(C)(C)C)=O Tert-butyl-((3R,5R)-1-(2-(1-(cyclopropylmethyl)-6-(4-methoxypiperidin-1-yl)-1H-indol-2-yl)-3-methylbenzofuran-6-carbonyl)-5-fluoropiperidin-3-yl) carbamate